(1S,2S,3S,6R)-6-((4-chloro-3-methylphenethyl)amino)-4-((difluoromethoxy)methyl)cyclohex-4-ene-1,2,3-triol ClC1=C(C=C(CCN[C@@H]2C=C([C@@H]([C@@H]([C@H]2O)O)O)COC(F)F)C=C1)C